tert-butyl ((8-((3-((1s,3s)-3-methyl-1-(4-methyl-4H-1,2,4-triazol-3-yl)cyclobutyl)phenyl)carbamoyl)-[1,2,4]triazolo[1,5-a]pyridin-6-yl)methyl)(1-methylcyclopropyl)carbamate CC1CC(C1)(C1=NN=CN1C)C=1C=C(C=CC1)NC(=O)C=1C=2N(C=C(C1)CN(C(OC(C)(C)C)=O)C1(CC1)C)N=CN2